C(C)(C)(C)C1=CC=C(N)C=C1 Para-tertiary butylaniline